C(N)(=O)C1=CC(=[N+](C=C1)[O-])N1[C@@H](CCC1=O)C(N(C=1C=NC=C(C1)F)C(C(=O)NC1CC(C1)(F)F)C1=C(C=CC=C1)Cl)=O 4-carbamoyl-2-((2S)-2-((1-(2-chlorophenyl)-2-((3,3-difluorocyclobutyl)amino)-2-oxoethyl)(5-fluoropyridin-3-yl)carbamoyl)-5-oxopyrrolidin-1-yl)pyridine 1-oxide